F[B-](F)(F)F.C1(=CC=C(C=C1)C1=[O+]C(=CC(=C1)C1=CC=C(C=C1)C)C1=CC=C(C=C1)C)C 2,4,6-tri-p-tolylpyrylium tetrafluoroborate